3,4-diphenylisocoumarin C1(=CC=CC=C1)C=1OC(=O)C2=CC=CC=C2C1C1=CC=CC=C1